BrC=1C=C(C=CC1F)/C=C/C(=O)NNC(C=CC1=CC=CC=C1)=O (E)-3-(3-bromo-4-fluorophenyl)-N'-cinnamoylacrylohydrazide